N-(5-(2-(2-aminopyridin-3-yl)-5-phenyl-3H-imidazo[4,5-b]pyridin-3-yl)-2,3-dihydro-1H-inden-1-yl)acetamide NC1=NC=CC=C1C1=NC=2C(=NC(=CC2)C2=CC=CC=C2)N1C=1C=C2CCC(C2=CC1)NC(C)=O